4-amino-N-(cyclopropylmethyl)-N-(2-(trifluoromethyl)-6,7-dihydro-5H-cyclopenta[b]pyridin-5-yl)-[1,2,4]triazolo[4,3-a]quinoxaline-8-carboxamide NC=1C=2N(C3=CC(=CC=C3N1)C(=O)N(C1CCC3=NC(=CC=C31)C(F)(F)F)CC3CC3)C=NN2